C(C)C(COCC)CCCC ethyl 2-ethylhexyl ether